(2R)-N-(4-tert-butylphenyl)-N-[2-[cyclohexyl(methyl)amino]-2-oxo-1-(3-pyridyl)ethyl]pyrrolidine-2-carboxamide C(C)(C)(C)C1=CC=C(C=C1)N(C(=O)[C@@H]1NCCC1)C(C(=O)N(C)C1CCCCC1)C=1C=NC=CC1